CC1(C(CCC2(C1)OC1=C(C2)C=CC=C1)=O)C 5',5'-dimethyl-4'-oxo-3H-spiro[benzofuran-2,1'-cyclohexan]